C(C)(C)(C)OC(=O)N(C(OC(C)(C)C)=O)CC=1C=NC(=CC1)CN1C(C=CC=C1)=O tert-Butyl (tert-butoxycarbonyl)((6-((2-oxopyridin-1(2H)-yl)methyl)pyridin-3-yl)methyl)carbamate